tert-butyl (3S)-3-[[4-[6-(4,4,5,5-tetramethyl-1,3,2-dioxaborolan-2-yl)-1-(2-trimethylsilylethoxymethyl)indazol-3-yl]-5-(trifluoromethyl)pyrimidin-2-yl]amino]piperidine-1-carboxylate CC1(OB(OC1(C)C)C1=CC=C2C(=NN(C2=C1)COCC[Si](C)(C)C)C1=NC(=NC=C1C(F)(F)F)N[C@@H]1CN(CCC1)C(=O)OC(C)(C)C)C